FC1=C(C(=O)O)C=CC(=C1F)C(F)(F)F 2,3-difluoro-4-trifluoromethylbenzoic acid